C(NC(=O)C=1N=NC=CC1NC1=C(C=C(C=C1)C1=NN(C=N1)C)OC(F)(F)F)([2H])([2H])[2H] N-(methyl-d3)-4-((4-(1-methyl-1H-1,2,4-triazol-3-yl)-2-(trifluoromethoxy)phenyl)amino)pyridazine-3-carboxamide